2-amino-6-hydroxyaminopurine NC1=NC(=C2NC=NC2=N1)NO